CC=1C=NC=C(C1)CCN1CCN(CC1)C 3-methyl-5-(2-(4-methylpiperazin-1-yl)ethyl)pyridin